ClC[Si](OCC(C)C)(C)C chloromethyl-(dimethyl)isobutyl-oxysilane